FC1=C(C=CC=C1)CCNCC1=C(OCC(CN2CCN(CC2)C)O)C=C(C=C1)OC 1-[2-({[2-(2-fluorophenyl)ethyl]amino}methyl)-5-methoxyphenoxy]-3-(4-methyl-1-piperazinyl)-2-propanol